racemic-1-[2-cyano-3-fluoro-4-(trifluoromethyl)phenyl]-4,6-difluoro-3,4-dihydro-2H-quinoline-8-carbonitrile C(#N)C1=C(C=CC(=C1F)C(F)(F)F)N1CC[C@H](C2=CC(=CC(=C12)C#N)F)F |r|